C1(CCC1)N1CC(NCC1)C(=O)C1=CC2=CC=C(C=C2C=C1)OC (4-Cyclobutylpiperazin-2-yl)(6-methoxynaphthalen-2-yl)methanone